NCCC(=O)O β-aminopropanoic acid